C(#N)C(CC1C(NCCC1)=O)NC(=O)C1N(C2CC(C1CC2)(F)F)C(=O)C=2NC1=C(C(=CC(=C1C2)F)F)F N-[1-cyano-2-[2-oxo-3-piperidyl]ethyl]-5,5-difluoro-2-(4,6,7-trifluoro-1H-indole-2-carbonyl)-2-azabicyclo[2.2.2]octane-3-carboxamide